P(OC=CCCCCCCCCCCC)([O-])=O tridecenyl phosphonate